2-butyl-4-chloro-1-(prop-2-yn-1-yl)-1H-imidazole-5-carbaldehyde C(CCC)C=1N(C(=C(N1)Cl)C=O)CC#C